FC(COC=1C(=NC=CC1)C(=O)N)(F)F 3-(2,2,2-trifluoroethoxy)picolinamide